3-Chloro-2-cyanopyridin-5-yl 3-deoxy-3-[4-(3,4,5-trifluorophenyl)-1H-1,2,3-triazol-1-yl]-2-O-methyl-1-thio-α-D-galactopyranoside FC=1C=C(C=C(C1F)F)C=1N=NN(C1)[C@@H]1[C@H]([C@@H](SC=2C=C(C(=NC2)C#N)Cl)O[C@@H]([C@@H]1O)CO)OC